C(C)(C)(C)OC(NC1=CC(=CC=C1)C1=NNC(C2=CC=CC=C12)=O)=O (3-(4-oxo-3,4-dihydro-phthalazin-1-yl)phenyl)carbamic acid tert-butyl ester